tert-butyl ((2-(((1R*,3R*)-3-(2-((4,4-difluorocyclohexyl)amino)ethyl)cyclohexyl)oxy)-6-methylpyridin-3-yl)sulfonyl)-L-prolinate FC1(CCC(CC1)NCC[C@@H]1C[C@@H](CCC1)OC1=NC(=CC=C1S(=O)(=O)N1[C@@H](CCC1)C(=O)OC(C)(C)C)C)F |o1:10,12|